COC(=O)C=1C(N(C2=CC(=CC=C2C1N)OC)C1=C2C=CN=CC2=CC=C1)=O 4-Amino-1-(isoquinolin-5-yl)-7-methoxy-2-oxo-1,2-dihydroquinoline-3-carboxylic acid methyl ester